Tert-butyl (1,1,1-trifluoro-3-((2-isopropyl-2,3-dihydro-1H-inden-2-yl)amino)-3-oxopropan-2-yl)carbamate FC(C(C(=O)NC1(CC2=CC=CC=C2C1)C(C)C)NC(OC(C)(C)C)=O)(F)F